C(C1=CC=CC=C1)O[C@H]1C[C@@H](O[C@@H]1COP1(O[C@@H]([C@@H](S1)C1=CC=CC=C1)C1=CC=CC=C1)=S)N1C(NC(C(=C1)C)=O)=O 1-((2R,4S,5R)-4-(benzyloxy)-5-((((4S,5R)-4,5-diphenyl-2-sulfido-1,3,2-oxathiaphospholan-2-yl)oxy)methyl)tetrahydrofuran-2-yl)-5-methylpyrimidine-2,4(1H,3H)-dione